CN(C(OC(C)(C)C)=O)C12COCC(C1)(C2)OC=2C=1N(C=C(N2)C=2C=NN(C2)C)N=CC1 tert-butyl methyl(5-((6-(1-methyl-1H-pyrazol-4-yl)pyrazolo[1,5-a]pyrazin-4-yl)oxy)-3-oxabicyclo[3.1.1]heptan-1-yl)carbamate